(2-amino-2-(hydroxyimino)ethyl)butylphosphinic acid NC(CP(O)(=O)CCCC)=NO